COC=1C=C2CCN(CC2=CC1NC=1N=NC(=C(N1)NC1=C(C=CC=C1)C)C(=O)N)C ((6-methoxy-2-methyl-1,2,3,4-tetrahydroisoquinolin-7-yl)amino)-5-(o-toluylamino)-1,2,4-triazine-6-carboxamide